N1=C(C=CC2=CC=CC=C12)C(=O)O Chinolinic acid